1-propyl-9H-pyrido[3,4-b]indole-3-carboxylic acid C(CC)C1=NC(=CC2=C1NC1=CC=CC=C21)C(=O)O